C(C)(CC)C(C(=O)[O-])(C)C.[Mg+2].C(C)(CC)C(C(=O)[O-])(C)C magnesium 2-(sec-butyl)-2-methylpropionate